COC1=CC=C(C=C1)CCN2CCC(CC2)NC3=NC4=CC=CC=C4N3CC5=CC=C(C=C5)F The molecule is a piperidine compound having a 2-(4-methoxyphenyl)ethyl group at the 1-position and an N-[(4-fluorobenzyl)benzimidazol-2-yl]amino group at the 4-position. It has a role as a H1-receptor antagonist, an anti-allergic agent and an anticoronaviral agent. It is a member of benzimidazoles and a member of piperidines.